(1,4-dioxan-2-yl)methylamine O1C(COCC1)CN